C(C)(C)(C)OC(=O)N1CC2(N(C3=NC(=CC=C3CC2)F)CC2=CC=C(C=C2)OC)CC1 7'-fluoro-1'-(4-methoxybenzyl)-3',4'-dihydro-1'H-spiro[pyrrolidine-3,2'-[1,8]naphthyridine]-1-carboxylic acid tert-butyl ester